CON(CCCC)OC dimethoxy-3-methylpropylamine